ClC=1C=C(OC2=C(C=C(C=C2)NC(CC2=C(C=C(C=C2Cl)C)Cl)=O)S(N)(=O)=O)C=CC1 N-[4-(3-chlorophenoxy)-3-sulfamoylphenyl]-2-(2,6-dichloro-4-methylphenyl)acetamide